N2,N7-bis(4-tert-butylcyclohexyl)-N2,N7-Bis(3-(dimethylamino)propyl)-9,10-bis(hydroxyimino)-9,10-dihydroanthracene-2,7-disulfonamide C(C)(C)(C)C1CCC(CC1)N(S(=O)(=O)C1=CC=2C(C3=CC(=CC=C3C(C2C=C1)=NO)S(=O)(=O)N(CCCN(C)C)C1CCC(CC1)C(C)(C)C)=NO)CCCN(C)C